C(#N)C1=C(C=CC(=N1)C1=C(C=C(C=C1)S(=O)(=O)N1C(CC(C1)(F)F)C(=O)N)C)F 1-((4-(6-cyano-5-fluoropyridin-2-yl)-3-methylphenyl)sulfonyl)-4,4-difluoropyrrolidine-2-carboxamide